methyl 3-((1S,2R)-3-(tert-butoxy)-1-cyclopropyl-2-fluoro-2-methyl-3-oxopropyl)benzoate C(C)(C)(C)OC([C@]([C@@H](C1CC1)C=1C=C(C(=O)OC)C=CC1)(C)F)=O